C1=CC=C(C=C1)C[C@@H](C(=O)N[C@@H](CC2=CC=CC=C2)C(=O)N[C@@H](CS)C(=O)O)NC(=O)[C@H](CCCN=C(N)N)N The molecule is a tetrapeptide composed of L-arginine, two L-phenylalanine units and L-cysteine joined in sequence by peptide linkages. It has a role as a metabolite. It derives from a L-arginine, a L-phenylalanine and a L-cysteine.